N1=CC=C(C2=CC=CC=C12)B(O)O quinolin-4-boronic acid